1-(6-chloro-3-(methylsulfanyl)pyridin-2-yl)propan-1-one ClC1=CC=C(C(=N1)C(CC)=O)SC